C1(CC1)C(C(CC1=CC=CC=C1)C)=O 1-cyclopropyl-2-methyl-3-phenylpropan-1-one